ClC1=CC=2N(C=C1)N=CN2 7-chloro-(1,2,4)triazolo(1,5-a)pyridine